C(C1=CC=CC=C1)N1N=CC(=C1)C(C)=O 1-(1-benzyl-1H-pyrazol-4-yl)ethanone